1-(4-amino-4-oxobutyl)-1H-pyrazol NC(CCCN1N=CC=C1)=O